5-Fluoro-6-(2-methoxyethoxy)-3-(3-{4-[(2R)-2-methyl-4-(oxetan-3-yl)piperazine-1-carbonyl]phenyl}-1,2-oxazol-5-yl)-1H-indazole FC=1C=C2C(=NNC2=CC1OCCOC)C1=CC(=NO1)C1=CC=C(C=C1)C(=O)N1[C@@H](CN(CC1)C1COC1)C